OC1C(OC(C1O)CO)C=1C(=NC(NC1)=O)NO (3,4-dihydroxy-5-(hydroxymethyl)tetrahydrofuran-2-yl)-4-(hydroxyamino)pyrimidin-2-one